O1CCOC12CCC(CC2)C2=CC=C(N(C)C1=CC=C(C(=O)OCC)C=C1)C=C2 ethyl 4-[4-(1,4-dioxaspiro[4.5]decan-8-yl)-N-methyl-anilino]benzoate